C1(CCCC1)N1C=NC(=C1)[N+](=O)[O-] cyclopentyl-4-nitro-1H-imidazole